FC1=C(C(=O)NC(=O)N)C(=CC=C1)F 2,6-difluorobenzoyl-urea